ethyl 2-hydroxy-6-(trifluoromethyl)pyridine-3-carboxylate OC1=NC(=CC=C1C(=O)OCC)C(F)(F)F